O[C@@]1(C(N(CC1)C)=O)C1=CC(=NO1)C1=CC(=NC=C1)[Sn](CCCC)(CCCC)CCCC (R)-3-Hydroxy-1-methyl-3-(3-(2-(tributylstannyl)pyridin-4-yl)isoxazol-5-yl)pyrrolidin-2-one